5-[[2-(2-Isopropyl-1-piperidyl)-2-oxo-acetyl]amino]pyridine-3-carboxamide C(C)(C)C1N(CCCC1)C(C(=O)NC=1C=C(C=NC1)C(=O)N)=O